C(C)OC1=NC=CC=C1C1=NC(=C(C=C1)N1[C@@H](CC(CC1)S(=O)(=O)C1=C(C=C(C=C1)F)C(F)(F)F)CC)C(=O)N[C@H]1CN(CC1)C 2'-ethoxy-5-[(2R)-2-ethyl-4-[4-fluoro-2-(trifluoromethyl)benzenesulfonyl]piperidin-1-yl]-N-[(3R)-1-methylpyrrolidin-3-yl]-[2,3'-bipyridine]-6-carboxamide